N[C@H]1[C@@H](CCCC1)N (1r,2r)-1,2-diaminocyclohexane